N-[2-(2-aminoethyl)-5-methyl-indazol-6-yl]-2-[3-methyl-5-(1-piperidylsulfonyl)indol-1-yl]propanamide NCCN1N=C2C=C(C(=CC2=C1)C)NC(C(C)N1C=C(C2=CC(=CC=C12)S(=O)(=O)N1CCCCC1)C)=O